4-(3-bromophenyl)-1H-imidazole BrC=1C=C(C=CC1)C=1N=CNC1